(S)-2-(2-chloro-4-(7,7-difluoro-2-(2-methylazetidin-1-yl)-6,7-dihydro-5H-cyclopenta[d]pyrimidin-4-yl)phenoxy)-1-(piperazin-1-yl)ethan-1-one ClC1=C(OCC(=O)N2CCNCC2)C=CC(=C1)C=1C2=C(N=C(N1)N1[C@H](CC1)C)C(CC2)(F)F